tert-butyl 4-(4-(2'-bromo-6'-methyl-7'-oxo-3'-(phenylsulfonyl)-6',7'-dihydro-3'H-spiro[cyclopentane-1,8'-dipyrrolo[2,3-b:3',2'-d]pyridin]-1'-yl)benzyl)piperazine-1-carboxylate BrC1=C(C=2C(=NC=C3C2C2(C(N3C)=O)CCCC2)N1S(=O)(=O)C1=CC=CC=C1)C1=CC=C(CN2CCN(CC2)C(=O)OC(C)(C)C)C=C1